N-{4-[(4-methoxy-4-methylpiperidyl)methyl]phenyl}{[(4-methoxyphenyl)methyl]amino}carboxamide COC1(CCN(CC1)CC1=CC=C(C=C1)NC(=O)NCC1=CC=C(C=C1)OC)C